4,6-bis(N-butyl-N-(1,2,2,6,6-pentamethyl-4-piperidyl)amino)-1,3,5-triazine C(CCC)N(C1CC(N(C(C1)(C)C)C)(C)C)C1=NC=NC(=N1)N(CCCC)C1CC(N(C(C1)(C)C)C)(C)C